N[C@H]1CN(CCC1)C(=O)C=1C=C(C=2N(C1)N=C(C2C)C=2N(C1=CC(=CC=C1C2)C2=CC=C(C(=O)N(C)C)C=C2)CC2CC2)OC 4-(2-{6-[(3R)-3-Aminopiperidine-1-carbonyl]-4-methoxy-3-methylpyrazolo[1,5-a]pyridin-2-yl}-1-(cyclopropylmethyl)-1H-indol-6-yl)-N,N-dimethylbenzamide